(3-Mercaptodibenzo[b,d]furan-2-yl)boronic acid SC=1C(=CC2=C(OC3=C2C=CC=C3)C1)B(O)O